FC1=C(C2=C(C(=C(C(=C2C(=C1F)F)F)F)F)F)[B-](C1=C(C(=C(C2=C(C(=C(C(=C12)F)F)F)F)F)F)F)(C1=C(C(=C(C2=C(C(=C(C(=C12)F)F)F)F)F)F)F)C1=C(C(=C(C2=C(C(=C(C(=C12)F)F)F)F)F)F)F.C[NH+](C1=CC=C(C=C1)CCCCCCCCCCCCCCCCCCC)CCCCCCCCCCCCCCCCCC N-methyl-4-nonadecyl-N-octadecylanilinium [tetrakis(perfluoronaphthyl) borate]